pyridine-2-formaldehyde (benzoyl) Hydrazone C(C1=CC=CC=C1)(=O)NN=CC1=NC=CC=C1